C(C)(C)(C)OC(=O)N1C=C(C=2C1=CN=C(C2F)N2CC1(C2)CN(C1)C(=O)OC(C)(C)C)C(C)C 5-(6-(tert-Butoxycarbonyl)-2,6-diazaspiro[3.3]hept-2-yl)-4-fluoro-3-isopropyl-1H-pyrrolo[2,3-c]pyridine-1-carboxylic acid tert-butyl ester